biguanide monohydrochloride Cl.NC(=N)NC(=N)N